CN[C@H](C)C(=O)NC1=CC=C2C(=N1)C=NN2C(=O)OC(C)(C)C tert-Butyl 5-[(N-methyl-D-alanyl)amino]-1H-pyrazolo[4,3-b]pyridine-1-carboxylate